FC1(CCC(CC1)C1COCCC1(C(NCC(C)(F)F)=O)C1=CC=2N(N=C1)C=C(N2)CNC(=O)C2=NON=C2C)F (M-(4,4-Difluorocyclohexyl){7-[4-(2,2-difluoropropylcarbamoyl)tetrahydropyran-4-yl]imidazo[1,2-b]pyridazin-2-yl}methyl)-4-methyl-1,2,5-oxadiazole-3-carboxamide